NC(CCC1(CN(CC1)C1=C(CN2C3=NC=NC(=C3N=C2)NC(OC(C)(C)C)=O)C(=CC(=C1)Cl)Br)NC(=O)OC(C)(C)C)=O tert-butyl (9-(2-(3-(3-amino-3-oxopropyl)-3-((tert-butoxycarbonyl)amino)pyrrolidin-1-yl)-6-bromo-4-chlorobenzyl)-9H-purin-6-yl)carbamate